(1s,3s)-methyl 3-((3-methoxy-5-nitrophenoxy)methyl)cyclobutene-carboxylate COC=1C=C(OC[C@@H]2C=C(C2)C(=O)OC)C=C(C1)[N+](=O)[O-]